4-(3-(benzyloxy)butyryl)-3,4-dihydroquinoxalin-2(1H)-one C(C1=CC=CC=C1)OC(CC(=O)N1CC(NC2=CC=CC=C12)=O)C